(6S)-4-(8-(5-ethynyl-6-methyl-1H-indazol-4-yl)-2-(((2R,7aS)-2-fluorotetrahydro-1H-pyrrolizin-7a(5H)-yl)methoxy)pyrido[4',3':4,5]thieno[2,3-d]pyrimidin-4-yl)-6-methyl-1,4-oxazepan-6-ol C(#C)C=1C(=C2C=NNC2=CC1C)C1=NC=CC2=C1SC=1N=C(N=C(C12)N1CCOC[C@](C1)(O)C)OC[C@]12CCCN2C[C@@H](C1)F